FC1=CC(=C(C=C1)N1C=C(C=2C1=CN=CC2)C2C[C@H](CCC2)NC(=O)[C@H]2NC1CCC2CC1)C(N(C(C)C)C)=O (3S)-N-[(1S)-3-(1-{4-fluoro-2-[methyl(propan-2-yl)carbamoyl]phenyl}-1H-pyrrolo[2,3-c]pyridin-3-yl)cyclohexyl]-2-azabicyclo[2.2.2]octane-3-carboxamide